5-bromo-2'-deoxycytidine ethyl-2-(2-(1-methyl-1H-pyrazol-4-yl)-6-((4-(trifluoromethoxy)pyridin-2-yl)amino)pyrimidin-4-yl)-2-azaspiro[4.5]decane-7-carboxylate C(C)C1N(CCC12CC(CCC2)C(=O)OC[C@@H]2[C@H](C[C@@H](O2)N2C(=O)N=C(N)C(=C2)Br)O)C2=NC(=NC(=C2)NC2=NC=CC(=C2)OC(F)(F)F)C=2C=NN(C2)C